CC=1C=C2C(=CCOC2=C(C1)C)C=1N=CNC1 4-(6,8-dimethyl-2H-chromen-4-yl)-1H-imidazole